C(C1=CC=CC=C1)NC(N(C1CCC(CC1)NC1=NC=C(C=C1)C#N)C=1C=CC(=C(C1)NC(C=C)=O)N1CCOCC1)=O N-(5-(3-benzyl-1-((1r,4r)-4-((5-cyanopyridin-2-yl)amino)cyclohexyl)ureido)-2-morpholinophenyl)acrylamide